(E)-amino-4-hydroxy-4-phenylbutyric acid NC(C(=O)O)CC(C1=CC=CC=C1)O